C(CCCCCCCCCCC)OC(C1=CC=C(C(=C1)C(C)(C)C)O)=O 5-t-butyl-4-hydroxybenzoic acid lauryl ester